N(C1=C(C=CC=C1)N1CCCC2=CC(=CC=C12)NS(=O)(=O)C1=CC=C(C=C1)C)=O N-Anilinoyl-6-(4-methylbenzenesulfonamido)-1,2,3,4-tetrahydroquinoline